4-methoxythieno[2',3':5,6]benzo[1,2-d]isoxazole-7-carboxylic acid COC1=CC2=C(C=3C=NOC31)C=C(S2)C(=O)O